1-octadecyl-imidazole bis(trifluoromethanesulfonyl)imide salt [N-](S(=O)(=O)C(F)(F)F)S(=O)(=O)C(F)(F)F.C(CCCCCCCCCCCCCCCCC)N1C=NC=C1